ClC1=CC=C(C=C1)NC(C1=CC=CC(=C1)C(C)C)=O N-(4-chlorophenyl)-5-isopropylbenzamide